2-(4-chlorophenyl)-1-phenylpropan-1-one ClC1=CC=C(C=C1)C(C(=O)C1=CC=CC=C1)C